CN(C/C=C/C(=O)NC1=C2CN(CC2=CC=C1)C(C1=C(C=C(C=C1)O)OC)=O)C (E)-4-(Dimethylamino)-N-(2-(4-hydroxy-2-methoxybenzoyl)isoindolin-4-yl)but-2-enamide